1-(2-hydroxycyclobutyl)-N,N-dimethyl-1H-pyrazole-3-carboxamide OC1C(CC1)N1N=C(C=C1)C(=O)N(C)C